BrC=1C=C(C=CC1OC(F)(F)F)S(=O)(=O)Cl 3-bromo-4-(trifluoromethoxy)benzene-1-sulfonyl chloride